FC1=C2C=C(NC2=CC=C1)C(=O)NC 4-fluoro-N-methyl-1H-indole-2-carboxamide